4-(difluoromethoxy)-3,5-difluoro-N-[(4-methylpyridin-3-yl)methyl]benzamide FC(OC1=C(C=C(C(=O)NCC=2C=NC=CC2C)C=C1F)F)F